FC1([C@H](CN(C1)C)NC(=O)N1[C@H](C2=CC=CC=C2CC1)C1=CC=C(C=C1)F)F (S)-N-((S)-4,4-difluoro-1-methylpyrrolidin-3-yl)-1-(4-fluorophenyl)-3,4-dihydroisoquinoline-2(1H)-carboxamide